2-methyl-1-(4-methylphenylthio)-2-morpholinopropane-1-one CC(C(=O)SC1=CC=C(C=C1)C)(C)N1CCOCC1